O=C1CCCCN1 6-oxopiperidin